ClC1=NC=C(C(=C1)C1=C(C=NC(=C1)C)C(=O)NC=1SC=2C(=NC=C(N2)N2CCOCC2)N1)OC 2'-chloro-5'-methoxy-6-methyl-N-(6-morpholinothiazolo[4,5-b]pyrazin-2-yl)-[4,4'-bipyridine]-3-carboxamide